(S)-4-(8-(2,4-dichlorophenyl)-9-(4-((1-(3-fluoropropyl)pyrrolidin-3-yl)oxy)phenyl)-6,7-dihydro-5H-benzo[7]annulen-3-yl)thiazol-2-amine ClC1=C(C=CC(=C1)Cl)C=1CCCC2=C(C1C1=CC=C(C=C1)O[C@@H]1CN(CC1)CCCF)C=CC(=C2)C=2N=C(SC2)N